6-(5,6-difluoro-1H-indazol-3-yl)-2-methylpyridin-3-amine FC=1C=C2C(=NNC2=CC1F)C1=CC=C(C(=N1)C)N